Cl.Cl.N[C@H](CNC(=O)C=1NC2=CC=C(C=C2C1)C1=CC=C(C=C1)F)CCCN (S)-N-(2,5-diaminopentyl)-5-(4-fluorophenyl)-1H-indole-2-carboxamide dihydrochloride